FC1CC(C1)(C1=NN=CN1C)C=1C=C(C=CC1)N1C(C2=C(C(=C1)C(F)(F)F)C=C(N2)CN2C[C@H](CCC2)C)=O 6-[3-[[1s,3r]-3-fluoro-1-(4-methyl-1,2,4-triazol-3-yl)cyclobutyl]phenyl]-2-[[(3S)-3-methyl-1-piperidinyl]methyl]-4-(trifluoromethyl)-1H-pyrrolo[2,3-c]pyridin-7-one